decane-1-sulphonate C(CCCCCCCCC)S(=O)(=O)[O-]